FC(C(=O)O)(F)F.N1=CC(=C2N1C=CC=N2)N pyrazolo[1,5-a]Pyrimidine-3-amine trifluoroacetate